N1N=C(C2=CC=CC=C12)CN(C(=O)NC1=CC(=C(C=C1)F)Cl)C=1C=NC(=CC1)OC 1-((1H-indazol-3-yl)methyl)-3-(3-chloro-4-fluorophenyl)-1-(6-methoxypyridin-3-yl)urea